C#CCCCCCCCCCCC tridecyne